NC=1C2=C(N=CN1)N(C=C2CO)[C@H]2[C@@H]([C@@H]([C@H](C2)CCC2=CC=C1C=CC(=NC1=C2)NC)O)O (1R,2S,3R,5S)-3-[4-amino-5-(hydroxymethyl)-7H-pyrrolo[2,3-d]pyrimidin-7-yl]-5-{2-[2-(methylamino)quinolin-7-yl]ethyl}cyclopentane-1,2-diol